(tris(4-methoxyphenyl)phosphine) gold(I) [Au+].COC1=CC=C(C=C1)P(C1=CC=C(C=C1)OC)C1=CC=C(C=C1)OC